C(C(C)(C)C)(=O)OC1=CC2=CC=CC(=C2C(=C1)C1=C(C=2N=C(N=C(C2C=N1)N1C[C@H]2CC[C@@H](C1)N2)C#CC21CCCN1CCC2)F)Cl 4-(4-((1R,5S)-3,8-diazabicyclo[3.2.1]octan-3-yl)-8-fluoro-2-((tetrahydro-1H-pyrrolizin-7a(5H)-yl) ethynyl) pyrido[4,3-d]pyrimidin-7-yl)-5-chloronaphthalen-2-yl pivalate